C(C)(C)(C)OC(=O)N1CC=C(CC1)C1=NC=CC(=C1)C=1C(=C(C=C(C1)F)C1=CC(=C(C=C1)N1C(N(CC1)C)=O)Cl)OC 4-(3'-chloro-5-fluoro-2-methoxy-4'-(3-methyl-2-oxoimidazolidin-1-yl)-[1,1'-biphenyl]-3-yl)-5',6'-dihydro-[2,4'-bipyridine]-1'(2'H)-carboxylic acid tert-butyl ester